NC1=CC(=NC(=C1)NC1=C(C=CC=C1)F)C(=O)N(C)C1CC2=CC=CC=C2C1 4-amino-N-(2,3-dihydro-1H-inden-2-yl)-6-((2-fluorophenyl)amino)-N-methylpyridinamide